ClC1=CC=C2C(=NC=3N(C2=C1)C=NN3)N(C=3C=C(C=CC3)C=3C=CC(=NC3)N3CCN(CC3)C(C)=O)C 1-(4-(5-(3-((8-chloro-[1,2,4]triazolo[4,3-a]quinazolin-5-yl)(methyl)amino)phenyl)pyridin-2-yl)piperazin-1-yl)ethan-1-one